O=C(C(CCC(=O)OC)C(=O)OC)C(=O)OCC 1-Ethyl 2,4-dimethyl 1-oxobutane-1,2,4-tricarboxylate